Trans-4-chloro-2-[4-[N-cyclopropyl-4-[[1,1-dimethylethyl(dimethyl)silyl]oxymethyl]anilino]cyclohexyl]-5-[[(3R)-4,4-dioxo-1,4-oxathian-3-yl]methylamino]pyridazin-3-one ClC=1C(N(N=CC1NC[C@@H]1COCCS1(=O)=O)[C@@H]1CC[C@H](CC1)N(C1=CC=C(C=C1)CO[Si](C)(C)C(C)(C)C)C1CC1)=O